COC(=O)C1C2CNCC12 3-azabicyclo[3.1.0]hexane-6-carboxylic acid methyl ester